FC(C(=O)O)(CC1=CC(=NC=C1)F)F α,α,2-trifluoro-4-pyridinepropionic acid